2-(2-naphthyl)-4-methylimidazole C1=C(C=CC2=CC=CC=C12)C=1NC=C(N1)C